N,N-dimethyl-5-(methylsulfonyl)-1H-pyrazole-1-sulfonamide CN(S(=O)(=O)N1N=CC=C1S(=O)(=O)C)C